N1,N1-dimethyl-N4-(2-(piperidin-1-yl)phenyl)benzene-1,4-disulfonamide CN(S(=O)(=O)C1=CC=C(C=C1)S(=O)(=O)NC1=C(C=CC=C1)N1CCCCC1)C